CN(CCN1N=C(C=C1N)C)C 2-(2-dimethylaminoethyl)-5-methyl-2H-pyrazol-3-ylamine